1,2-bis(bis(3,5-di-tert-butyl-4-methoxyphenyl)phosphino)benzene C(C)(C)(C)C=1C=C(C=C(C1OC)C(C)(C)C)P(C1=C(C=CC=C1)P(C1=CC(=C(C(=C1)C(C)(C)C)OC)C(C)(C)C)C1=CC(=C(C(=C1)C(C)(C)C)OC)C(C)(C)C)C1=CC(=C(C(=C1)C(C)(C)C)OC)C(C)(C)C